C1(=CC=CC=C1)CCOC(CCC)=O 2-phenylethylbutyrate